FC=1C(=C(C=CC1)[C@@]1(C[C@H](CC1)C1=CC=C(C=C1)C(=O)OC)C(=O)O)C cis-1-(3-fluoro-2-methylphenyl)-3-(4-(methoxycarbonyl)phenyl)cyclopentane-1-carboxylic acid